1-Ethyl-2-methylpyridinium cyanid [C-]#N.C(C)[N+]1=C(C=CC=C1)C